FC1=C(C=C(C=C1)C(C(=O)OC)OC)N1CC(C1)OC Methyl 2-[4-fluoro-3-(3-methoxyazetidin-1-yl) phenyl]-2-methoxy-acetate